ClC1=C(C=CC=C1)C=1SC(=CN1)C(=O)N[C@H]1CN(CC1)C#N (R)-2-(2-chlorophenyl)-N-(1-cyanopyrrolidin-3-yl)thiazole-5-carboxamide